(2-(benzyloxy)-6-(3,5-dichlorophenyl)pyridin-4-yl)methanol C(C1=CC=CC=C1)OC1=NC(=CC(=C1)CO)C1=CC(=CC(=C1)Cl)Cl